FC1=CC(=CC=2N(C=NC21)C(C)C)C2=CC(=NC=C2C)NC(=O)[C@@H]2C[C@@H](CCC2)NC(=O)C2(CC2)O (1S,3R)-N-(4-(4-fluoro-1-isopropyl-1H-benzo[d]imidazol-6-yl)-5-methylpyridin-2-yl)-3-(1-hydroxycyclopropane-1-carboxamido)cyclohexane-1-carboxamide